(2S)-2-[9H-fluoren-9-ylmethoxycarbonylamino]pent-4-ynoic acid C1=CC=CC=2C3=CC=CC=C3C(C12)COC(=O)N[C@H](C(=O)O)CC#C